BrC=1C(=CC=2N(C1)C(=CN2)C2=NC=CC(=N2)Cl)F 6-bromo-3-(4-chloropyrimidin-2-yl)-7-fluoro-imidazo[1,2-a]pyridine